C(C1=CC=CC=C1)(C1=CC=CC=C1)(C1=CC=CC=C1)NS(=O)(=N)C=1C=NN2C1OCC2 N-trityl-2,3-dihydropyrazolo[5,1-b]oxazole-7-sulfonimidamide